triammonium bisulfate S([O-])(O)(=O)=O.[NH4+].[NH4+].[NH4+].S([O-])(O)(=O)=O.S([O-])(O)(=O)=O